N-(3-(2-amino-5-(2-((2,2-dioxido-2-thiaspiro[3.3]heptan-6-yl)amino)pyrimidin-4-yl)thiazol-4-yl)-2-fluoro-phenyl)acetamide NC=1SC(=C(N1)C=1C(=C(C=CC1)NC(C)=O)F)C1=NC(=NC=C1)NC1CC2(CS(C2)(=O)=O)C1